BrC=1C(=CC(=NC1)C(F)(F)F)C(C)O 1-(5-bromo-2-(trifluoromethyl)pyridin-4-yl)ethanol